C(CC)N[SiH](C)C (propyl-amino)dimethylsilane